2-(4-ethylcyclohexyl)propane-1,3-diol C(C)C1CCC(CC1)C(CO)CO